BrC=1C(=NN2C1C(N(CC2)C)=O)NC2=C(C(=CC=C2C)OC)C 3-Bromo-2-((3-methoxy-2,6-dimethylphenyl)amino)-5-methyl-6,7-dihydropyrazolo[1,5-a]pyrazine-4(5H)-one